(S,E)-N7-(1-(2-(bicyclo[1.1.1]pentan-1-ylamino)-2-oxoethyl)-2-oxo-1,2-dihydropyridin-3-yl)-N1-cyclopropyl-6-(4-hydroxy-6-(trifluoromethoxy)quinoline-3-carboxamido)hept-2-enediamide C12(CC(C1)C2)NC(CN2C(C(=CC=C2)NC([C@H](CC/C=C/C(=O)NC2CC2)NC(=O)C=2C=NC1=CC=C(C=C1C2O)OC(F)(F)F)=O)=O)=O